phenyl (7-fluoro-2,3-dihydrobenzofuran-5-yl)carbamate FC1=CC(=CC=2CCOC21)NC(OC2=CC=CC=C2)=O